5-(5-(1-isopropyl-6-oxo-1,6-dihydropyridin-3-yl)pyridin-3-yl)indolin-2-one C(C)(C)N1C=C(C=CC1=O)C=1C=C(C=NC1)C=1C=C2CC(NC2=CC1)=O